C(N)(=O)C1(CC1)NC(=O)C1=C(OC2=C1C=C(C=C2)OCC2=C(C=CC=C2)F)C N-(1-carbamoylcyclopropyl)-5-((2-fluorobenzyl)oxy)-2-methylbenzofuran-3-carboxamide